ClC1=NC(=NC(=N1)NCC(CCCC)CC)N(CCCCCCCC)CCCCCCCC 6-chloro-N2-(2-ethylhexyl)-N4,N4-dioctyl-1,3,5-triazine-2,4-diamine